6-(4-chlorophenyl)-N-[(2S)-2-hydroxy-3-methoxypropyl]-2-(1-methyl-1H-pyrazol-4-yl)-3-oxo-2,3-dihydropyridazine-4-carboxamide ClC1=CC=C(C=C1)C=1C=C(C(N(N1)C=1C=NN(C1)C)=O)C(=O)NC[C@@H](COC)O